2-(isobutoxycarbonylamino)-4-[2-phenoxyethyl-[4-(5,6,7,8-tetrahydro-1,8-naphthyridin-2-yl)butyl]amino]butanoic acid C(C(C)C)OC(=O)NC(C(=O)O)CCN(CCCCC1=NC=2NCCCC2C=C1)CCOC1=CC=CC=C1